COC1=CC=C(C=N1)C(CCC(C)C)O 1-(6-methoxypyridin-3-yl)-4-methylpentan-1-ol